3-(2-fluorophenylvinyl)-1H-indazole FC1=C(C=CC=C1)C=CC1=NNC2=CC=CC=C12